C\C(=C/CCP(OCC)(OCC)=O)\COC1OCCCC1 diethyl (E)-(4-methyl-5-((tetrahydro-2H-pyran-2-yl)oxy)pent-3-en-1-yl)phosphonate